C(CCC)(=O)OCCCC butyric acid, butyl ester